NC1=NN(C(=C1)C1=CC(=C(C#N)C=C1)F)C1=CC=C2C=NN(C2=C1)C 4-(3-amino-1-(1-methyl-1H-indazol-6-yl)-1H-pyrazol-5-yl)-2-fluorobenzonitrile